α,3,4,5-tetrafluoro-phenylacetic acid FC(C(=O)O)C1=CC(=C(C(=C1)F)F)F